[C@@H]12OC[C@@H](N(C1)C(=O)C1=CC=C(C=C1)C=1C=NC=3C=CN4C(C3C1)=NC(=C4C(=O)N)C4=C(C=CC=C4Cl)Cl)C2 9-(4-((1S,4S)-2-Oxa-5-azabicyclo[2.2.1]heptane-5-carbonyl)phenyl)-2-(2,6-dichlorophenyl)imidazo[2,1-f][1,6]naphthyridine-3-carboxamide